5-{3,4-Dimethylbenzenesulfonyl}-1-[2-(propan-2-yloxy)ethyl]-2-sulfanyl-1H,4H,5H-pyrrolo[3,2-d]pyrimidin-4-one CC=1C=C(C=CC1C)S(=O)(=O)N1C=CC=2N(C(=NC(C21)=O)S)CCOC(C)C